1-chloro-3-((3-chlorobenzyl)oxy)propan-2-one ClCC(COCC1=CC(=CC=C1)Cl)=O